COC=1C=C2C(=CC(=NC2=CC1OC)C1=CC=C(C=C1)N1CCNCC1)NCCCN N1-(6,7-dimethoxy-2-(4-(piperazin-1-yl)phenyl)quinolin-4-yl)propane-1,3-diamine